CN1N=NC(=C1)NC1=CC(=C(C=C1)C1=CN=C(S1)[C@@H]1CC[C@H](CC1)NC(OC(C)C)=O)P1(CCCC1)=O isopropyl trans-N-[4-[5-[4-[(1-methyltriazol-4-yl)amino]-2-(1-oxidophospholan-1-yl)phenyl]thiazol-2-yl]cyclohexyl]carbamate